(R)-2-[4-(4-cyano-2-fluorophenoxy)phenoxy]propanoic acid butyl ester C(CCC)OC([C@@H](C)OC1=CC=C(C=C1)OC1=C(C=C(C=C1)C#N)F)=O